C(C)OC1=C(OCC2CN(CCO2)C(=O)O[C@H](CC)Cl)C=CC=C1 (S)-2-Methyl-1-chloroethyl 2-[(o-ethoxyphenoxy)methyl]-4-morpholinecarboxylate